((2,5-dimethyl-4,5-dihydro-2H-pyrazolo[4,3-c]quinolin-6-yl)amino)-6-((5-fluoropyridin-2-yl)amino)-N-methylnicotinamide CN1N=C2C(CN(C=3C(=CC=CC23)NC2=C(C(=O)NC)C=CC(=N2)NC2=NC=C(C=C2)F)C)=C1